(R)-1-((2-chloro-9-((2R,3R,4S)-3,4-dihydroxytetrahydrothiophen-2-yl)-9H-purin-6-yl)amino)-2,3-dihydro-1H-indene-5-carboxylic acid ClC1=NC(=C2N=CN(C2=N1)[C@@H]1SC[C@H]([C@H]1O)O)N[C@@H]1CCC2=CC(=CC=C12)C(=O)O